[Li+].[O-2].[Ti+4] titanium oxide, lithium salt